C(C)(C)(C)OC(=O)N1[C@@H](CCC1)COCCP(=O)(OCC)OCC (S)-2-((2-(diethoxyphosphoryl)ethoxy)methyl)pyrrolidine-1-carboxylic acid tert-butyl ester